CN(C1=NC(=CC=C1OC1=CC=C(C=N1)CNC=1N=C2N([C@@](C(N3C2=C(N1)CCC3)=O)(C)CO)C)C(F)(F)F)C (S)-2-(((6-((2-(dimethylamino)-6-(trifluoromethyl)pyridin-3-yl)oxy)pyridin-3-yl)methyl)amino)-5-(hydroxymethyl)-4,5-dimethyl-4,5,9,10-tetrahydro-6H,8H-pyrido[3,2,1-de]pteridin-6-one